FC1=C(C=C(C=C1)F)[C@H]1OC[C@@H](C[C@@H]1N)N1CC2=NN(C=C2C1)S(=O)(=O)C (2R,3S,5R)-2-(2,5-difluorophenyl)-5-(2-(methylsulfonyl)pyrrolo[3,4-C]pyrazol-5(2H,4H,6H)-yl)tetrahydro-2H-pyran-3-amine